BrC1=CC=C(C=C1)C1=CC=C(C=C1)C1=CC=CC2=CC=CC=C12 1-(4'-bromo-biphenyl-4-yl)-naphthalene